C1(=CC=CC=C1)[P+](C1=CC=CC=C1)(C1=CC=CC=C1)C1=CC=CC=C1 tetraphenylphosphonium